ClC1=C(C=C(C=C1)C1CCN(CC1)C1=C2C(C(N(C2=CC=C1)C1C(N(C(CC1)=O)CC1=CC=C(C=C1)OC)=O)=O)(C)C)C 3-(4-(4-(4-Chloro-3-methylphenyl)piperidin-1-yl)-3,3-dimethyl-2-oxoindolin-1-yl)-1-(4-methoxybenzyl)piperidine-2,6-dione